FC=1C(=CC=2C3=C(N(C2C1)CC1=CC=C(CP(O)(O)=O)C=C1)C=NC=N3)F (4-((7,8-difluoro-5H-pyrimido[5,4-b]indol-5-yl)methyl)benzyl)phosphonic acid